N1-methyladenosine-5'-triphosphate P(O)(=O)(OP(=O)(O)OP(=O)(O)O)OC[C@@H]1[C@H]([C@H]([C@@H](O1)N1C=NC=2C(=N)N(C=NC12)C)O)O